BrC=1N=NN(C1)C(C(=O)OCC)C(C)C ethyl 2-(4-bromo-1,2,3-triazol-1-yl)-3-methylbutanoate